C1(CCCCC1)NCCCCCC(=O)NCC1=CC=CC=2N(C(N(C21)C)=O)C2C(NC(CC2)=O)=O 6-(cyclohexylamino)-N-((1-(2,6-dioxopiperidin-3-yl)-3-methyl-2-oxo-2,3-dihydro-1H-benzo[d]imidazol-4-yl)methyl)hexanamide